[Si](C1=CC=CC=C1)(C1=CC=CC=C1)(C(C)(C)C)OCCNC(C)C1C(C1)C#N 2-[1-({2-[(tert-butyldiphenylsilyl)oxy]ethyl}amino)ethyl]cyclopropane-1-carbonitrile